2-(2,6-dioxopiperidin-3-yl)-1-oxo-N-(6-(4-(trifluoromethyl)phenyl)spiro[3.3]hept-5-en-2-yl)isoindoline-5-carboxamide O=C1NC(CCC1N1C(C2=CC=C(C=C2C1)C(=O)NC1CC2(C1)C=C(C2)C2=CC=C(C=C2)C(F)(F)F)=O)=O